C[S@](C1=CC=C(OCCN2CCC3(CC2)C(NC2=CC=C(C=C23)C#N)=O)C=C1)(=O)=NC (R)-1'-(2-{4-[methyl(methylimino)oxo-λ6-sulfanyl]phenoxy}ethyl)-2-oxo-1,2-dihydrospiro[indole-3,4'-piperidine]-5-carbonitrile